4-[4-[6-(2,4-Dioxo-1H-pyrimidin-5-yl)-3-methyl-pyridazin-4-yl]morpholin-2-yl]benzonitrile O=C1NC=C(C(N1)=O)C1=CC(=C(N=N1)C)N1CC(OCC1)C1=CC=C(C#N)C=C1